7-chloro-N-(4-(4-((2-methoxyethyl)sulfonyl)thiophen-2-yl)-5-(trifluoromethyl)pyrimidin-2-yl)-1,2,3,4-tetrahydroisoquinolin-6-amine ClC1=C(C=C2CCNCC2=C1)NC1=NC=C(C(=N1)C=1SC=C(C1)S(=O)(=O)CCOC)C(F)(F)F